(S)-2-amino-6-borono-2-((1S,3R)-3-(dibenzylamino)cyclobutyl)hexanoic acid N[C@@](C(=O)O)(CCCCB(O)O)C1CC(C1)N(CC1=CC=CC=C1)CC1=CC=CC=C1